6-acrylamido-2-(6-azidohexanamido)hexanoic acid C(C=C)(=O)NCCCCC(C(=O)O)NC(CCCCCN=[N+]=[N-])=O